(E)-4-allyl-2-methoxy-6-(p-tolyldiazenyl)phenol C(C=C)C1=CC(=C(C(=C1)\N=N\C1=CC=C(C=C1)C)O)OC